C(#N)CC1(CN(C1)S(=O)(=O)CC)N1N=CC(=C1)C1=CC=CC=2N1N=C(N2)NC(=O)C=2C=NN(C2)C N-(5-(1-(3-(cyanomethyl)-1-(ethylsulfonyl)azetidin-3-yl)-1H-pyrazol-4-yl)-[1,2,4]triazolo[1,5-a]pyridin-2-yl)-1-methyl-1H-pyrazole-4-carboxamide